1-(hydroxyamino)-1-oxopentadecane-2-sulfonic acid ONC(C(CCCCCCCCCCCCC)S(=O)(=O)O)=O